C(C)(=O)NC1=CC=C(C=N1)C1=NC(=CC=C1)C(=O)NC=1C(=NN(C1)CCOCCOC)C1=NC=CC=C1 6'-acetamido-N-(1-(2-(2-methoxyethoxy)ethyl)-3-(pyridin-2-yl)-1H-pyrazol-4-yl)-[2,3'-bipyridine]-6-carboxamide